5-bromo-3-((3,5-dichloro-phenylimino)meth-yl)-2-hydroxyphenyl nicotinate C(C1=CN=CC=C1)(=O)OC1=C(C(=CC(=C1)Br)C=NC1=CC(=CC(=C1)Cl)Cl)O